CCC=CCCCCCCCCC 3-Tridecene